C1(=CC=CC2=CC=CC=C12)OCC1=NC=C(C=C1)C1=NN=NN1 2-((naphthalen-1-yloxy)methyl)-5-(1H-tetrazol-5-yl)pyridine